(4-bromo-2-(2-hydroxyethyl)phenyl)-1H-pyrazol-3-ol BrC1=CC(=C(C=C1)N1N=C(C=C1)O)CCO